tert-butyl 7-(2-((4-cyanophenyl)(2,6-difluoro-4-methoxybenzyl)amino)ethyl)-6,8-dioxa-2-azaspiro[3.5]nonane-2-carboxylate C(#N)C1=CC=C(C=C1)N(CCC1OCC2(CN(C2)C(=O)OC(C)(C)C)CO1)CC1=C(C=C(C=C1F)OC)F